C1(CC1)C(=O)OC1=CC2=C(CN(C(O2)=O)CC2=C(C(=CC=C2)NS(NC)(=O)=O)F)C=C1Cl 6-chloro-3-(2-fluoro-3-((N-methylsulfamoyl)amino)benzyl)-2-oxo-3,4-dihydro-2H-benzo[e][1,3]oxazin-7-yl cyclopropanecarboxylate